(S)-2-amino-3-(4-(2-amino-4-((R)-1-(4-chloro-2-(3-methyl-1H-pyrazole-1-yl)phenyl)-2,2,2-trifluoroethoxy)thieno[3,2-d]pyrimidine-7-yl)phenyl)propionic acid hydrochloride Cl.N[C@H](C(=O)O)CC1=CC=C(C=C1)C1=CSC2=C1N=C(N=C2O[C@@H](C(F)(F)F)C2=C(C=C(C=C2)Cl)N2N=C(C=C2)C)N